C(C)(C)(C)C1=C(OCC(=O)NC2=CC=C(C=C2)OC2=CC=CC=C2)C=CC=C1 2-(2-(tert-butyl)phenoxy)-N-(4-phenoxyphenyl)acetamide